P(=O)(O)(O)O.C1(C(C=CC=C1)C)(C)O.C1(C(C=CC=C1)C)(C)O.C1(C(C=CC=C1)C)(C)O tri(xylenol) phosphate